1-bromo-3-chloro-5,5-dimethyl-2,4-imidazoledione BrN1C(N(C(C1(C)C)=O)Cl)=O